NC1=C(C(C2=C(NN=C2C)O1)(C(C)C)C1=CC(=CC(=C1)C#CCCCO)CO)C#N 6-amino-4-[3-(hydroxymethyl)-5-(5-hydroxypent-1-yn-1-yl)phenyl]-3-methyl-4-(propan-2-yl)-1H,4H-pyrano[2,3-c]pyrazole-5-carbonitrile